2-(3,5-dimethylphenyl)-5-(trifluoromethyl)quinoline CC=1C=C(C=C(C1)C)C1=NC2=CC=CC(=C2C=C1)C(F)(F)F